C(C)(C)(C)C1=C(O[La](OC2=C(C=C(C=C2C(C)(C)C)C)C(C)(C)C)OC2=C(C=C(C=C2C(C)(C)C)C)C(C)(C)C)C(=CC(=C1)C)C(C)(C)C tris(2,6-di-tert-butyl-4-methylphenoxy)lanthanum